bis(2-(trimethylsilyl)ethyl) (tert-butoxycarbonyl)-L-aspartate C(C)(C)(C)OC(=O)N[C@@H](CC(=O)OCC[Si](C)(C)C)C(=O)OCC[Si](C)(C)C